5-(2-((5-methyloxazolo[4,5-b]pyridin-2-yl)thio)acetyl)thiophen CC1=CC=C2C(=N1)N=C(O2)SCC(=O)C2=CC=CS2